FC1C(N(C(C2=CC=CC=C12)=O)CCOCCOCC(=O)N(C1=CC=C(C2=NON=C21)[N+](=O)[O-])CC2=CC=C(C=C2)C2=CC=C(C=C2)C)=O 2-(2-(2-(4-fluoro-1,3-dioxoisoquinolin-2-yl)ethoxy)ethoxy)-N-((4'-methyl-[1,1'-biphenyl]-4-yl)methyl)-N-(7-nitrobenzo[c][1,2,5]oxadiazole-4-yl)acetamide